α-D-mannose pentaacetate C(C)(=O)O[C@@H]1[C@@H](OC(C)=O)[C@@H](OC(C)=O)[C@H](OC(C)=O)[C@H](O1)COC(C)=O